C[C@H]1N(C[C@H](N(C1)C1=NC=C(N=C1)OC(F)(F)F)C)C(=O)OC1CC2(CN(C2)CC2=CC=CC=C2)C1 2-benzyl-2-azaspiro[3.3]heptan-6-yl (2R,5R)-2,5-dimethyl-4-[5-(trifluoromethoxy)pyrazin-2-yl]piperazine-1-carboxylate